N(=O)C1=CC=C(C=C1)N=O 1,4-Dinitrosobenzol